FC1=CC=C(C=C1)C1(CCC1)OCCC(=O)N1CC2CCC(C1)N2C2=NC=C(C#N)C=C2 6-(3-(3-(1-(4-fluorophenyl)cyclobutoxy)propanoyl)-3,8-diazabicyclo[3.2.1]octan-8-yl)nicotinonitrile